(R)-6-chloro-3-((1-(2-cyano-7-methyl-3-(1,4-oxazepan-4-yl)quinoxalin-5-yl)ethyl)amino)picolinic acid ClC1=CC=C(C(=N1)C(=O)O)N[C@H](C)C1=C2N=C(C(=NC2=CC(=C1)C)C#N)N1CCOCCC1